CC(CCC(O)O)C(CC)C 4,5-dimethyl-heptanediol